trans-1-Methyl-4-((4-(methylamino)-5-(pyrazolo[1,5-a]pyrimidin-5-yl)pyrrolo[2,1-f][1,2,4]triazin-2-yl)amino)cyclohexan-1-ol CC1(CCC(CC1)NC1=NN2C(C(=N1)NC)=C(C=C2)C2=NC=1N(C=C2)N=CC1)O